3-{2-[4-(2-cyclopentylsulfanyl-pyridin-3-yl)-2,6-difluoro-phenyl]-cyclopropyl}-propionic acid C1(CCCC1)SC1=NC=CC=C1C1=CC(=C(C(=C1)F)C1C(C1)CCC(=O)O)F